NC=1C(=CC2=C(CC(O2)(C)CO)C1)N1C[C@H](CC1)F [5-Amino-6-[(3s)-3-Fluoropyrrolidin-1-yl]-2-methyl-3H-benzofuran-2-yl]methanol